1-(4-chlorophenyl)-N-(4-ethylphenyl)-N-methyl-1H-1,2,4-triazole-3-carboxamide ClC1=CC=C(C=C1)N1N=C(N=C1)C(=O)N(C)C1=CC=C(C=C1)CC